C(C)OC1=NC=C(C=N1)[C@H](CC(=O)O)N1N=CC2=CC(=CC=C12)OCCC1=NC=2NCCCC2C=C1 (S)-3-(2-ethoxypyrimidin-5-yl)-3-(5-(2-(5,6,7,8-tetrahydro-1,8-naphthyridin-2-yl)ethoxy)-1H-indazol-1-yl)propionic acid